C1=CC2=C(C=C1C(=O)O)C(=O)NC2=O Trimellitimide